C(C)N(C(=O)C=1C=C(C=CC1)C)CC N,N-diethyl-M-toluamide